C1(CC1)N1N=C2C[C@@]34[C@@](CC2=C1C)([C@@H](CC=1C=CC(=CC13)OC)N(CC4)CC4CC4)O (6R,6aS,11aR)-9-cyclopropyl-14-(cyclopropylmethyl)-2-methoxy-8-methyl-5,6,9,11-tetrahydro-6,11a-(epiminoethano)naphtho[2,1-f]indazol-6a(7H)-ol